FC1=CC=C(C=C1)/C=C/C(=O)C1=CC=C(OCCCC(=O)O)C=C1 4-[4-[(E)-3-(4-Fluorophenyl)prop-2-enoyl]phenoxy]butanoic acid